tert-butyl ((4-(benzyloxy)phenyl)(3-(1-(3-(((tert-butoxycarbonyl)amino)methyl)phenyl)-3-(trifluoromethyl)-1H-pyrazole-5-carboxamido)phenyl)methyl)(cyclopropylmethyl)carbamate C(C1=CC=CC=C1)OC1=CC=C(C=C1)C(C1=CC(=CC=C1)NC(=O)C1=CC(=NN1C1=CC(=CC=C1)CNC(=O)OC(C)(C)C)C(F)(F)F)N(C(OC(C)(C)C)=O)CC1CC1